C1(CCC1)NC(=O)C1=CN=C2N1N=C(C=C2NC)NC=2C(N(C=CC2)C2=NC=C(C=C2)C(=O)O)=O 3-((3-(cyclobutylcarbamoyl)-8-(methylamino)imidazo[1,2-b]pyridazin-6-yl)amino)-2-oxo-2H-[1,2'-bipyridine]-5'-carboxylic acid